C(C)(C)N1C(=CC=C1)C(=O)O 1-isopropyl-1H-pyrrole-2-carboxylic acid